5-propylsulfanyl-2-[4-(triethoxysilyl)butyl]-2H-tetrazole C(CC)SC=1N=NN(N1)CCCC[Si](OCC)(OCC)OCC